ClC=1C=C(C=C(C1F)Cl)C1(CC(=NO1)C1=CC=C(C2=C1CCO2)CNC(CC)=O)C(F)(F)F N-[[4-[5-(3,5-dichloro-4-fluorophenyl)-4,5-dihydro-5-(trifluoromethyl)-3-isoxazolyl]-2,3-dihydro-7-benzofuranyl]methyl]propanamide